C1CCC2=C(C=CC=C12)C1=C(C=C2C(=N1)C(=NN2)C=2C=CC(=NC2)C2(CN(C2)C(CO)=O)[2H])OC 1-(3-(5-(5-(2,3-Dihydro-1H-inden-4-yl)-6-methoxy-1H-pyrazolo[4,3-b]pyridin-3-yl)pyridin-2-yl)azetidin-1-yl-3-d)-2-hydroxyethan-1-one